(E)-4-ethoxy-2-hydroxy-3-(3-methylbut-2-en-1-yl)-6-(4-(trifluoromethyl)styryl)benzoic acid C(C)OC1=C(C(=C(C(=O)O)C(=C1)\C=C\C1=CC=C(C=C1)C(F)(F)F)O)CC=C(C)C